CN(C1=CC(=C2C=CC=CN12)SC1=CC=C(C=C1)C)C N,N-dimethyl-1-(p-tolylthio)indolizin-3-amine